ClC=1C=CC2=C(C=NN(B2O)C(C(CC)C)=O)C1 1-(6-chloro-1-hydroxy-2,3,1-benzodiazaborinin-2-yl)-2-methyl-butan-1-one